(6-cyclopropylimidazo[1,2-a]pyrimidin-2-yl)[(3R,3'R)-3'-hydroxy-6-methyl-1,4-dihydro-1'H,2H-spiro[isoquinoline-3,4'-piperidin]-1'-yl]methanone C1(CC1)C=1C=NC=2N(C1)C=C(N2)C(=O)N2C[C@H]([C@@]1(CC2)NCC2=CC=C(C=C2C1)C)O